5-((2-((4-(2,2-dimethylpropyl)-3-fluorophenyl)amino)-1-(4-(methoxymethyl)phenyl)-2-oxoethyl)amino)-5-oxopentanoic acid CC(CC1=C(C=C(C=C1)NC(C(C1=CC=C(C=C1)COC)NC(CCCC(=O)O)=O)=O)F)(C)C